C(C)OC(=O)C1=CC=NC=2N1N=CC2 Pyrazolo[1,5-a]Pyrimidine-7-carboxylic acid ethyl ester